C(CCC)C=1C(CC(CC1O)CC(C)SCC)=O 2-butyl-5-(2-ethylsulfanyl-propyl)-3-hydroxy-cyclohex-2-enone